Tert-butyl (5-(((2S,4R)-4-((6-methoxypyrimidin-4-yl)oxy)-2-methylpyrrolidin-1-yl)methyl)thiazol-2-yl-4-d)carbamate COC1=CC(=NC=N1)O[C@@H]1C[C@@H](N(C1)CC1=C(N=C(S1)NC(OC(C)(C)C)=O)[2H])C